3-(4-hydroxy-3-(trifluoromethyl)phenyl)piperidine-2,6-dione OC1=C(C=C(C=C1)C1C(NC(CC1)=O)=O)C(F)(F)F